FC(OC1=C(C=CC(=C1)C(F)(F)F)C=1C=2N(C(=NN1)N[C@H]1CN(CCC1)CC)C=CC2F)F 1-[2-(difluoromethoxy)-4-(trifluoromethyl)phenyl]-N-[(3R)-1-ethylpiperidin-3-yl]-8-fluoropyrrolo[1,2-d][1,2,4]triazin-4-amine